Tert-butyl (2R,5S)-4-(7-chloro-6-fluoro-1-(M)-(2-isopropyl-4-methylpyridin-3-yl)-2-oxo-1,2-dihydropyrido[2,3-d]pyrimidin-4-yl)-2,5-dimethylpiperazine-1-carboxylate ClC=1C(=CC2=C(N(C(N=C2N2C[C@H](N(C[C@@H]2C)C(=O)OC(C)(C)C)C)=O)C=2C(=NC=CC2C)C(C)C)N1)F